CC=1SC(=CN1)C(=O)N[C@H](C(NC1=CC2=C(C=N1)C1(CCOCC1)C(N2)=O)=O)C2CCC(CC2)C 2-Methyl-N-{(1S)-1-(4-methylcyclohexyl)-2-oxo-2-[(2-oxospiro[1H-pyrrolo[3,2-c]pyridine-3,4'-oxane]-6-yl)amino]ethyl}-thiazole-5-carboxamide